tert-butyl 3-(4-(4,4,5,5-tetramethyl-1,3,2-dioxaborolan-2-yl)-1H-pyrazol-1-yl)azetidine-1-carboxylate CC1(OB(OC1(C)C)C=1C=NN(C1)C1CN(C1)C(=O)OC(C)(C)C)C